C(C)OC(=O)C=1OC2=C(C1C)C=C(C=C2)S(N(C2=C(C=CC=C2)N2C(CNCC2)C2=CC=NC=C2)CCC2=CC=CC=C2)(=O)=O 3-Methyl-5-(N-phenethyl-N-(2-(4-pyridylpiperazin-1-yl)phenyl)sulfamoyl)benzofuran-2-carboxylic acid ethyl ester